ClC1=C(C=CC(=C1)C(F)(F)F)NC(CN1C(=C(C(C=2C1=NC(=C(N2)C=C)C)=O)N2CCN(CC2)C(=O)C2=NC=NC(=C2O)C)CC)=O N-(2-chloro-4-(trifluoromethyl)phenyl)-2-(6-ethyl-7-(4-(5-hydroxy-6-methylpyrimidine-4-carbonyl)piperazin-1-yl)-3-methyl-8-oxo-2-vinylpyrido[2,3-b]pyrazin-5(8H)-yl)acetamide